BrC=1C=C2N(C3=CC(=CC=C3NC2=O)OCCN(C)C)C1 2-bromo-8-(2-(dimethylamino)ethoxy)pyrrolo[1,2-a]quinoxalin-4(5H)-one